N,N-diisopropyltryptamine-4-fumarate C(C)(C)N(CCC1=CNC2=CC=CC(=C12)\C(=C/C(=O)[O-])\C(=O)[O-])C(C)C